2-chloronicotinic acid methyl ester COC(C1=C(N=CC=C1)Cl)=O